N-(4-(5-amino-1-ethyl-1H-pyrazol-3-yl)phenyl)-2-chlorobenzamide NC1=CC(=NN1CC)C1=CC=C(C=C1)NC(C1=C(C=CC=C1)Cl)=O